N-t-butoxycarbonyl-3-pyridyl-D-alanine C(C)(C)(C)OC(=O)N([C@H](C)C(=O)O)C=1C=NC=CC1